5-(4-((5-iodopyrimidin-4-yl)oxy)-2-methylphenoxy)-1-methyl-1H-benzo[d]imidazole IC=1C(=NC=NC1)OC1=CC(=C(OC2=CC3=C(N(C=N3)C)C=C2)C=C1)C